CC(CC=O)CCCC(CCCC(C)C)C 3,7,11-Trimethyldodecanal